1-(5-((3-cyano-4-isopropoxybenzyl)oxy)-2,3-dihydro-1H-inden-1-yl)-azetidine-3-carboxylic acid C(#N)C=1C=C(COC=2C=C3CCC(C3=CC2)N2CC(C2)C(=O)O)C=CC1OC(C)C